C1(CCCCC1)[C@H](NC(OCC1=CC=CC=C1)=O)C(NCC1=CC=C(C=C1)C[C@H](C(=O)N1CCN(CC1)C)NC(=O)C1=CN=NS1)=O Benzyl N-[(S)-cyclohexyl [({4-[(2R)-3-(4-methylpiperazin-1-yl)-3-oxo-2-[(1,2,3-thiadiazol-5-yl)formamido]propyl]phenyl}methyl)carbamoyl]methyl]carbamate